(2-fluoro-6-methoxyphenyl)-4-phenyl-1H-pyrrole-3-carboxylic acid ethyl ester C(C)OC(=O)C1=CN(C=C1C1=CC=CC=C1)C1=C(C=CC=C1OC)F